ClC=1C=CC(=C(C1)C1=CC=C(N1C)C)C(=O)N1CC2=CC=CC=C2C[C@H]1CN1CCOCC1 5-{5-chloro-2-[(3S)-3-[(morpholin-4-yl)methyl]-3,4-dihydroisoquinoline-2(1H)-carbonyl]phenyl}-1,2-dimethyl-1H-pyrrole